N,N'-((((1S,2S)-cyclopropane-1,2-diyl)bis(methylene))bis(5-carbamoyl-1H-benzo[d]imidazole-1,2-diyl))bis(4-ethyl-2-methyloxazole-5-carboxamide) [C@H]1([C@H](C1)CN1C(=NC2=C1C=CC(=C2)C(N)=O)NC(=O)C2=C(N=C(O2)C)CC)CN2C(=NC1=C2C=CC(=C1)C(N)=O)NC(=O)C1=C(N=C(O1)C)CC